C(C)(=O)C(C(=O)OCC(CCCC)CC)C(O)(C(=O)OCC(CCCC)CC)CC(=O)OCC(CCCC)CC tri(2-ethylhexyl) acetylcitrate